O[C@H]1[C@@H]([C@@H]2[C@@H](O[C@H](CCC2)CCCC(=O)OC(C)C)C1)\C=C\[C@H](COC1=CC=CC=C1)O 2-propanyl 4-{(2R,5aR,6R,7R,8aS)-7-hydroxy-6-[(1E,3R)-3-hydroxy-4-phenoxy-1-buten-1-yl]octahydro-2H-cyclopenta[b]oxepin-2-yl}butanoate